C(C)C1=CC=C(C(N)N)C=C1 p-ethyltoluenediamine